ClC1=C(C=CC=2N(C(OCC21)=O)C)C2=CN=CC=1[C@@H](CCCC21)NC(CC)=O (R)-N-(4-(5-chloro-1-methyl-2-oxo-1,4-dihydro-2H-benzo[d][1,3]oxazin-6-yl)-5,6,7,8-tetrahydroisoquinolin-8-yl)propanamide